CN1N=C(C=C(C1=O)N1CCOCC2(CC2)C1)B(O)O (1-methyl-6-oxo-5-(5-oxa-8-azaspiro[2.6]non-8-yl)-1,6-dihydro-pyridazin-3-yl)boronic acid